C(#C)C1N(CCC1)C(C)=O 1-(2-Ethynylpyrrolidin-1-yl)ethan-1-one